3-(N-(4-chloro-5-cyano-2-((trans-2-hydroxycyclopentyl)oxy)phenyl)sulfamoyl)-4-cyclopropylbenzoic acid ClC1=CC(=C(C=C1C#N)NS(=O)(=O)C=1C=C(C(=O)O)C=CC1C1CC1)O[C@H]1[C@@H](CCC1)O